C(C)(C)(C)[Si](C=1N(C2=NC(=CC=C2C1)NCC(=O)O)C)(F)C(C)(C)C {2-[di(tert-butyl)(fluoro)silyl]-1-methyl-1H-1,7-diazainden-6-ylamino}acetic acid